(5'S,7a'R)-5'-phenyl-1-[4-(pyridin-2-yl)pyrimidin-2-yl]tetrahydro-3'H-spiro[piperidine-4,2'-pyrrolo[2,1-b][1,3]oxazol]-3'-one C1(=CC=CC=C1)[C@@H]1CC[C@H]2OC3(C(N21)=O)CCN(CC3)C3=NC=CC(=N3)C3=NC=CC=C3